CC=1C2(C(CC1)(O2)CC(=O)OCCCC)C n-butyl (1,2-dimethyl-2,3-epoxycyclopentenyl)acetate